(S)-N-(3-(3-(diethylamino)pyrrolidin-1-yl)-1-(6-(2-fluoroprop-2-yl)pyrazin-2-yl)-1H-pyrazolo[4,3-c]pyridin-6-yl)acetamide C(C)N([C@@H]1CN(CC1)C1=NN(C2=C1C=NC(=C2)NC(C)=O)C2=NC(=CN=C2)C(C)(C)F)CC